C1=CC2=C3C(=C1)C(=O)OC(=O)C3=CC(=C2N)S(=O)(=O)O 4-amino-3-sulfo-1,8-naphthalic anhydride